tert-butyl N-[(2R)-1-(benzyloxy)-3-fluoropropan-2-yl]carbamate C(C1=CC=CC=C1)OC[C@H](CF)NC(OC(C)(C)C)=O